C1(=CC=CC=C1)CC(=O)NN 2-phenyl-acetohydrazide